BrC=1C(=NC(=NC1)SC)NC1CCCC1 5-Bromo-N-cyclopentyl-2-methylsulfanyl-pyrimidin-4-amine